COC([C@@H]1[C@H]([C@@H]([C@H]([C@H](O)O1)OC(C)=O)OC(C)=O)OC(C)=O)=O 2,3,4-tri-O-acetyl-beta-D-glucopyranosuronic acid methyl ester